C(C)(C)(C)NC1=NC(=NC=C1)C1=CC=NC=C1 N-(tert-butyl)-2-(pyridin-4-yl)pyrimidin-4-amine